ClC1=CC=C2C(=CC=NC2=C1)N[C@@H](CCCN(CCOP(=O)(OC)OC(C(=O)OC)OC)CC)C Methyl 2-(((2-(((R)-4-((7-chloroquinolin-4-yl) amino) pentyl) (ethyl) amino) ethoxy) (methoxy) phosphoryl) oxy)-2-methoxyacetate